C(C)(C)(C)OC(=O)N1C[C@@H]2COC3=C(CN2CC1)C=C(C(=C3Cl)C3=C(C=CC=C3O)F)C#C[Si](C)(C)C (12AR)-10-chloro-9-(2-fluoro-6-hydroxyphenyl)-8-[(trimethylsilyl)ethynyl]-3,4,12,12a-tetrahydro-6H-pyrazino[2,1-c][1,4]benzoxazepine-2(1H)-carboxylic acid tert-butyl ester